ClC=1N=C(C2=C(N1)COC2)N2[C@H](CCC2)CO (R)-(1-(2-chloro-5,7-dihydrofuro[3,4-d]pyrimidin-4-yl)pyrrolidin-2-yl)methanol